C(C)C=1C=CC=C2C=CC=C(C12)C1=C(C=2N=C(N=C(C2C=N1)[C@H]1CCOCCC1)OCC12CCCN2CCC1)F |r| rac-(R)-7-(8-ethylnaphthalen-1-yl)-8-fluoro-4-(oxepan-4-yl)-2-((tetrahydro-1H-pyrrolizin-7a(5H)-yl)methoxy)pyrido[4,3-d]pyrimidine